C(N1C(N(C2=C1C=NC(=C2)NC2=CC=C1C(=N2)C(=CN1)C=1C=NN(C1)C(F)(F)F)[C@H]1C[C@@H](CC1)NC(OC)=O)=O)([2H])([2H])[2H] methyl ((1R,3R)-3-(3-(methyl-d3)-2-oxo-6-((3-(1-(trifluoromethyl)-1H-pyrazol-4-yl)-1H-pyrrolo[3,2-b]pyridin-5-yl)amino)-2,3-dihydro-1H-imidazo[4,5-c]pyridin-1-yl)cyclopentyl)carbamate